α,α'-dichloro-para-xylene ClCC1=CC=C(C=C1)CCl